Cl.C([2H])([2H])([2H])N (2H3)methylamine hydrochloride